BrC1=CN(C(C(=N1)NC1=CC=C(C(=O)N2CCN(CC2)C(=O)OC(C)(C)C)C=C1)=O)C tert-butyl 4-(4-((6-bromo-4-methyl-3-oxo-3,4-dihydropyrazin-2-yl)amino)benzoyl)piperazine-1-carboxylate